1-({[6-(trifluoromethyl)pyridin-2-yl]oxy}methyl)-7-azaspiro[3.5]nonane hydrochloride Cl.FC(C1=CC=CC(=N1)OCC1CCC12CCNCC2)(F)F